(6,7-Dihydrothieno[3,2-d]pyrimidin-4-yl)amino-cyclobutyl-methanol N1=CN=C(C2=C1CCS2)NC(O)C2CCC2